ClC=1C=C(C=2N(N1)C=CN2)[C@@H]2[C@H](C2)C2=CC=C1C=NN(C1=C2)CCC(F)(F)F 6-chloro-8-((1S,2S)-2-(1-(3,3,3-trifluoropropyl)-1H-indazol-6-yl)cyclopropyl)imidazo[1,2-b]pyridazine